4-[(3-fluoro-2-pyridyl)sulfanyl]-6-[1-[1-[(2S)-1-methylpyrrolidine-2-carbonyl]-4-piperidyl]pyrazol-4-yl]pyrazolo[1,5-a]pyridine-3-carbonitrile FC=1C(=NC=CC1)SC=1C=2N(C=C(C1)C=1C=NN(C1)C1CCN(CC1)C(=O)[C@H]1N(CCC1)C)N=CC2C#N